(S)-N-(2,6-dichlorophenyl)-4-methoxy-2-((1-(1-methylazepan-4-yl)-1H-pyrazol-4-yl)amino)pyrimidine-5-carboxamide ClC1=C(C(=CC=C1)Cl)NC(=O)C=1C(=NC(=NC1)NC=1C=NN(C1)[C@@H]1CCN(CCC1)C)OC